2-(1,3-diethoxy-1,3-dioxopropan-2-yl)-6-methoxynicotinic acid C(C)OC(C(C(=O)OCC)C1=C(C(=O)O)C=CC(=N1)OC)=O